C(C)(=O)C1=CC=C(O1)C(=O)O 5-ACETYL-2-FUROIC ACID